N-(4-hydroxy-3-oxo-1-(2-oxopyrrolidin-3-yl)butan-2-yl)-1-(9-hydroxy-9H-fluorene-9-carbonyl)-4-phenylpiperazine-2-carboxamide OCC(C(CC1C(NCC1)=O)NC(=O)C1N(CCN(C1)C1=CC=CC=C1)C(=O)C1(C2=CC=CC=C2C=2C=CC=CC12)O)=O